2-cyano-3-(3,4-dihydroxy-5-nitrophenyl)acrylic acid C(#N)C(C(=O)O)=CC1=CC(=C(C(=C1)[N+](=O)[O-])O)O